(R)-4-(6-chloro-3-((1-(3,6-dimethyl-2-morpholino-4-oxo-4H-chromen-8-yl)ethyl)amino)pyridin-2-yl)benzoic acid ClC1=CC=C(C(=N1)C1=CC=C(C(=O)O)C=C1)N[C@H](C)C=1C=C(C=C2C(C(=C(OC12)N1CCOCC1)C)=O)C